methyl (3α,16α)-eburnamenine-14-carboxylate CC[C@@]12CCCN3[C@@H]1C4=C(CC3)C5=CC=CC=C5N4C(=C2)C(=O)OC